tert-butyl (3S,4S)-4-[(1S)-1-(7-bromo-5-fluoro-4-oxo-3,4-dihydroquinolin-1(2H)-yl)ethyl]-3-methylpiperidine-1-carboxylate BrC1=CC(=C2C(CCN(C2=C1)[C@@H](C)[C@@H]1[C@@H](CN(CC1)C(=O)OC(C)(C)C)C)=O)F